Di(trimethylolpropane) CCC(CO)(CO)COCC(CC)(CO)CO